C(C=C)(=O)O.C(C=C)(=O)O.C(C=C)(=O)O.C(C)O[Si](OCC)(OCC)CCC triethoxysilylpropane triacrylate